OC=1C(=NC(=CC1)OC)B(O)O 3-hydroxy-6-methoxypyridineboronic acid